(1R,3S)-3-(3-{[(2,4-dimethyl-1,3-thiazol-5-yl)-acetyl]amino}-1H-pyrazol-5-yl)cyclopentyl (2S)-butan-2-ylcarbamate C[C@@H](CC)NC(O[C@H]1C[C@H](CC1)C1=CC(=NN1)NC(CC1=C(N=C(S1)C)C)=O)=O